C1(CC1)C1=NN(C=N1)C1CC2(CN(C2)C(=O)N2CC(C2)OCC2=C(C=C(C=C2)S(=O)(=O)C)F)C1 [6-(3-cyclopropyl-1,2,4-triazol-1-yl)-2-azaspiro[3.3]heptan-2-yl]-[3-(2-fluoro-4-methanesulfonyl-benzyl)oxyazetidin-1-yl]methanone